N-(3-(4-fluoropiperidin-1-yl)propyl)-6-(2-methoxyethoxy)-2-(4-(pyrrolidin-2-yl)phenyl)benzo[d]imidazo[2,1-b]thiazole-7-carboxamide dihydrochloride Cl.Cl.FC1CCN(CC1)CCCNC(=O)C1=CC2=C(N3C(S2)=NC(=C3)C3=CC=C(C=C3)C3NCCC3)C=C1OCCOC